4-bromo-3-(N-(3-fluorophenyl)sulfamoyl)-N-(3-nitrophenyl)benzamide BrC1=C(C=C(C(=O)NC2=CC(=CC=C2)[N+](=O)[O-])C=C1)S(NC1=CC(=CC=C1)F)(=O)=O